OC1(CCC(CC1)C1CC12NCCC(C2)C(=O)N)C(F)(F)F [(1r,4r)-4-hydroxy-4-(trifluoromethyl)cyclohexyl]-4-azaspiro[2.5]octane-7-carboxamide